7-(benzyloxy)-2-(tert-butyl)imidazo[1,2-a]pyridine-6-carboxylic acid methyl ester COC(=O)C=1C(=CC=2N(C1)C=C(N2)C(C)(C)C)OCC2=CC=CC=C2